CN1C2CN(CC1CC2)CC=2C=CC=NC2 5-((8-methyl-3,8-diazabicyclo[3.2.1]octan-3-yl)methyl)pyridin